COC(C(CC1=CC(=C(C=C1)C)CN1C[C@H](OC2=C(C1)C=C1C(=C2)OC(O1)(F)F)CC)(C)C)=O 3-(3-(((R)-6-ethyl-2,2-difluoro-6,7-dihydro-[1,3]dioxolano[4',5':4,5]benzo[1,2-f][1,4]oxazepin-8(9H)-yl)methyl)-4-methylphenyl)-2,2-dimethylpropionic acid methyl ester